2-chloro-4-[[4-[[(1S)-2-hydroxy-1-phenyl-ethyl]amino]-5-(5-methyloxazol-2-yl)pyrimidin-2-yl]amino]-N-methyl-benzamide ClC1=C(C(=O)NC)C=CC(=C1)NC1=NC=C(C(=N1)N[C@H](CO)C1=CC=CC=C1)C=1OC(=CN1)C